6,7-dihydrothieno[3,2-d]pyrimidin-4-amine N1=CN=C(C2=C1CCS2)N